(R)-1-((3-((6-chloro-5-methyl-1,2,4-triazin-3-yl)amino)piperidin-1-yl)methyl)cyclopropan-1-ol ClC1=C(N=C(N=N1)N[C@H]1CN(CCC1)CC1(CC1)O)C